FC(OC1=C(C(=C(C(=C1S(=O)(=O)CC1=CC(=C(C=C1)OC)F)F)F)F)F)F 1-(difluoromethoxy)-2,3,4,5-tetrafluoro-6-((3-fluoro-4-methoxybenzyl)sulfonyl)benzene